BrC=1C=C(C(=C(C1)Cl)I)F 5-bromo-1-chloro-3-fluoro-2-iodo-benzene